N-(methyl)acryloyl-pyrrolidone CC=CC(=O)N1C(CCC1)=O